CN1N=C(C=C1C(=O)O)COCCCCCCCC#C 1-methyl-3-((non-8-yn-1-yloxy)methyl)-1H-pyrazole-5-carboxylic acid